3,3-DIMETHYL-2,3-DIHYDRO-1H-INDEN CC1(CCC2=CC=CC=C12)C